8-dodecen-1-ol C(CCCCCCC=CCCC)O